FC(C=1C(=C(C=CC1)[C@@H](C)NC1=NC(=NC2=CC3=C(C=C12)O[C@H](COCCO3)C)C)F)F (S)-N-((R)-1-(3-(difluoromethyl)-2-fluorophenyl)ethyl)-2,7-dimethyl-7,8,10,11-tetrahydro-[1,4,7]trioxonino[2,3-g]quinazolin-4-amine